3-methyl-N,N'-1,4-phenylenebis(maleimide) CC=1C=C(C=CC1N1C(C=CC1=O)=O)N1C(C=CC1=O)=O